1,4-dianilinobenzene tert-butyl-(6-chloro-3-(2-methoxy-3-(2-methyl-2H-tetrazol-5-yl)phenyl)imidazo[1,5-a]pyrazin-1-yl)carbamate C(C)(C)(C)N(C(O)=O)C=1N=C(N2C1C=NC(=C2)Cl)C2=C(C(=CC=C2)C=2N=NN(N2)C)OC.N(C2=CC=CC=C2)C2=CC=C(C=C2)NC2=CC=CC=C2